C(CCC\C=C/C\C=C/C\C=C/C\C=C/C\C=C/CC)S[C@H](C(=O)O)CC (S)-2-((5Z,8Z,11Z,14Z,17Z)-eicosa-5,8,11,14,17-pentaenylthio)butanoic acid